ClC1=CC(=NC=C1)CSC1CC1 4-chloro-2-((cyclopropylsulfanyl)methyl)pyridine